N2-isopropyl-6-(6-(trifluoromethyl)pyridin-2-yl)-N4-(2-(trifluoromethyl)pyridin-4-yl)-1,3,5-triazine-2,4-diamine C(C)(C)NC1=NC(=NC(=N1)NC1=CC(=NC=C1)C(F)(F)F)C1=NC(=CC=C1)C(F)(F)F